CN1C(=NC2=C(C1=O)C=NN2C2COC2)N2CCC1(CCN(C1)C1=NC=CC(=N1)C(F)(F)F)CC2 5-methyl-1-(oxetan-3-yl)-6-(2-(4-(trifluoromethyl)pyrimidin-2-yl)-2,8-diazaspiro[4.5]decan-8-yl)-1,5-dihydro-4H-pyrazolo[3,4-d]pyrimidin-4-one